8-bromo-3-fluoroquinolin-5-amine BrC1=CC=C(C=2C=C(C=NC12)F)N